P(=O)(OC(CNC(CCCCCCCCCCCCCCCC)=O)CNC(CCCCCCCCCCCCCCCC)=O)(OCC[N+](C)(C)C)[O-] 1,3-diheptadecanamidopropan-2-yl (2-(trimethylammonio) ethyl) phosphate